C1(CC1)CN1C(=CC=2C1=NC(=CC2)S(=O)(=O)C)C=O 1-(cyclopropylmethyl)-6-(methylsulfonyl)-1H-pyrrolo[2,3-b]pyridine-2-carbaldehyde